[Sb].[P].[In] Indium Phosphorus Antimony